BrC=1C=CC2=C(OC(CO2)CO)C1 (7-bromo-2,3-dihydrobenzo[b][1,4]dioxin-2-yl)methanol